5-(4-chloro-1H-pyrazol-1-yl)-1-ethyl-3-methyl-6-(2,4,6-trifluorophenyl)pyridin-2(1H)-one ClC=1C=NN(C1)C=1C=C(C(N(C1C1=C(C=C(C=C1F)F)F)CC)=O)C